2,4,6-tris(3,5-diisopropyl-2,6-dihydroxyphenyl)triazine C(C)(C)C=1C(=C(C(=C(C1)C(C)C)O)N1NC(=CC(=N1)C1=C(C(=CC(=C1O)C(C)C)C(C)C)O)C1=C(C(=CC(=C1O)C(C)C)C(C)C)O)O